FC1(CN[C@@H]2[C@H]1NC(C2)=O)F (cis)-6,6-Difluorohexahydropyrrolo[3,2-b]pyrrol-2(1H)-one